ClC1=NC=C2C(=CN(C(C2=C1)=O)C[C@@H](CN1CC2=CC=CC=C2CC1)O)C (R)-7-chloro-2-(3-(3,4-dihydroisoquinolin-2(1H)-yl)-2-hydroxypropyl)-4-methyl-2,6-naphthyridin-1(2H)-one